(6aR,8R)-6a-ethyl-2-(3-fluoro-2-methoxyphenyl)-5,6,6a,7,8,9-hexahydropyrrolo[1',2':4,5]pyrazino[2,3-c]pyridazin-8-ol C(C)[C@]12N(C=3C(=NN=C(C3)C3=C(C(=CC=C3)F)OC)NC1)C[C@@H](C2)O